C(C)OC(C(CC1=NC(=CC=C1)C=1SC=C(N1)COCOCC[Si](C)(C)C)(C)C)=O 2,2-dimethyl-3-(6-(4-(((2-(trimethylsilyl)ethoxy)methoxy)methyl)thiazol-2-yl)Pyridin-2-yl)propionic acid ethyl ester